(4R)-4-{[(tertbutyldimethylsilyl)oxy]methyl}-1-(5-{[2-chloro-6-(trifluoromethyl)phenyl]methoxy}pyrimidin-2-yl)imidazolidin-2-one C(C)(C)(C)[Si](OC[C@@H]1NC(N(C1)C1=NC=C(C=N1)OCC1=C(C=CC=C1C(F)(F)F)Cl)=O)(C)C